(R)-(-)-1-phenylethylamine C1(=CC=CC=C1)[C@@H](C)N